tert-butyl (2S)-2-(hydroxymethyl)azetidine-1-carboxylate OC[C@H]1N(CC1)C(=O)OC(C)(C)C